C(C1=CC(=C(C(=C1)C(C)(C)C)O)C(C)(C)C)C1=CC(=C(C(=C1)C(C)(C)C)O)C(C)(C)C 4,4'-methylenebis(2,6-di(tert-butyl)phenol)